C(C1=CC=CC=C1)(=O)NC(=S)NC1=C(C2=C(COC(C2)(C)C)S1)C(=O)O 2-[[(benzoylamino)thio-formyl]amino]-4,7-dihydro-5,5-dimethyl-5H-thieno[2,3-C]pyran-3-carboxylic acid